3-(5-((4-(4-(4-chloro-1-(4-hydroxyphenyl)-2-phenylbut-1-en-1-yl)phenyl)piperazin-1-yl)methyl)-1-oxoisoindoline-2-yl)piperidine-2,6-dione ClCCC(=C(C1=CC=C(C=C1)O)C1=CC=C(C=C1)N1CCN(CC1)CC=1C=C2CN(C(C2=CC1)=O)C1C(NC(CC1)=O)=O)C1=CC=CC=C1